4-(4-amino-7-isopropyl-5H-pyrrolo[3,2-d]pyrimidin-5-yl)-N-(4-(trifluoromethyl)pyridin-2-yl)benzamide phosphonthioate P(O)(O)=S.NC=1C2=C(N=CN1)C(=CN2C2=CC=C(C(=O)NC1=NC=CC(=C1)C(F)(F)F)C=C2)C(C)C